CS(=O)(=O)C1=NC=C(C=N1)C#CCCCC(=O)N 6-(2-(methylsulfonyl)pyrimidin-5-yl)hexa-5-yneamide